(Tetradecyloxy)-2-furoic acid C(CCCCCCCCCCCCC)OC1=C(OC=C1)C(=O)O